7-(4,4,5,5-tetramethyl-1,3,2-dioxaborolan-2-yl)-3,4-dihydro-2H-1,4-benzoxazine CC1(OB(OC1(C)C)C1=CC2=C(NCCO2)C=C1)C